C(C)OC(=O)C=1OC2=C(C1C)C=C(C=C2)S(N(CCC2=CC=CC=C2)C2=C(C=CC=C2)N2CCN(CC2)C(=O)C=2SC=CC2Cl)(=O)=O 5-(N-(2-(4-(3-chlorothiophene-2-carbonyl)piperazin-1-yl)phenyl)-N-phenethylsulfamoyl)-3-methylbenzofuran-2-carboxylic acid ethyl ester